2-(3,5-dichloro-4-((3,3-difluoro-2'-oxospiro[cyclobutane-1,3'-indoline]-5'-yl)oxy)phenyl)-3,5-dioxo-2,3,4,5-tetrahydro-1,2,4-triazine-6-carbonitrile ClC=1C=C(C=C(C1OC=1C=C2C3(C(NC2=CC1)=O)CC(C3)(F)F)Cl)N3N=C(C(NC3=O)=O)C#N